3,5-Dibromo-1-(tetrahydro-2H-pyran-2-yl)-1H-1,2,4-triazole BrC1=NN(C(=N1)Br)C1OCCCC1